C1NCC12CCOCC2 7-oxa-2-azaspiro[3.5]nonan